O1C(=CC=C1)C(=O)O.O1C=CC=C1 furan furanate